C1(CC1)OC(COC1OCCCC1)(C1=CC=CC=C1)C1=NC(=NC2=CC=C(C=C12)C=1C2=C(C(N(C1)C)=O)N(C=C2)S(=O)(=O)C2=CC=C(C)C=C2)N2CCC(CC2)C#C 4-(4-(1-cyclopropoxy-1-phenyl-2-((tetrahydro-2H-pyran-2-yl)oxy)ethyl)-2-(4-ethynylpiperidin-1-yl)quinazoline-6-yl)-6-methyl-1-tosyl-1,6-dihydro-7H-pyrrolo[2,3-c]pyridin-7-one